FC1=CC=C(C=C1)C1=CC(=CC(=N1)N1C(C=CC=C1)=O)C(F)(F)F 6'-(4-fluorophenyl)-4'-(trifluoromethyl)-2H-[1,2'-bipyridine]-2-one